NC1=C2C(=NC=N1)N(N=C2C2=CC=C(C=C2)OC2=CC=CC=C2)C2CCN(CC2)C2CN(C2)C2CC1(C2)CCN(CC1)C=1C=C2C(N(C(C2=CC1)=O)C1ONOCC1)=O 5-(2-(3-(4-(4-amino-3-(4-phenoxyphenyl)-1H-pyrazolo[3,4-d]pyrimidin-1-yl)piperidin-1-yl)azetidin-1-yl)-7-azaspiro[3.5]non-7-yl)-2-(2,6-dioxapiperidin-3-yl)isoindoline-1,3-dione